ClC1=CC=C(C=C1)S(=O)(=O)N1C[C@]2(CC3=C(C=C2CC1)N(N=C3)C3=CC=C(C=C3)F)C(=O)C3=NC=CC=C3 (R)-(6-((4-chlorophenyl)sulfonyl)-1-(4-fluorophenyl)-4,4a,5,6,7,8-hexahydro-1H-pyrazolo[3,4-g]isoquinolin-4a-yl)(pyridin-2-yl)methanone